CC(C)(C)S(=O)(=O)N (S)-2-methylpropane-2-sulfonamide